FC(C=1C=NC=C(C(=O)N)C1)(F)F 5-(Trifluoromethyl)nicotinamide